1-(4-((3-(4-(6-((6-acetyl-8-cyclopentyl-5-methyl-7-oxo-7,8-dihydropyrido[2,3-d]pyrimidin-2-yl)amino)pyridin-3-yl)piperazin-1-yl)propyl)amino)phenyl)dihydro-pyrimidine-2,4(1H,3H)-dione C(C)(=O)C1=C(C2=C(N=C(N=C2)NC2=CC=C(C=N2)N2CCN(CC2)CCCNC2=CC=C(C=C2)N2C(NC(CC2)=O)=O)N(C1=O)C1CCCC1)C